2-amino-n-propyl-2,3-dihydro-1H-indene-5-sulfonamide NC(CC1CCC2=CC(=CC=C12)S(=O)(=O)N)C